(4-(benzofuran-3-yl)thiazol-2-yl)-4-oxobutanoic acid O1C=C(C2=C1C=CC=C2)C=2N=C(SC2)C(C(=O)O)CC=O